2-deoxy-2-(1,3-dihydro-1,3-dioxo-2H-isoindol-2-yl)-3,4,6-tris-O-benzyl-β-D-glucopyranosyl fluoride O=C1N(C(C2=CC=CC=C12)=O)[C@H]1[C@@H](O[C@@H]([C@H]([C@@H]1OCC1=CC=CC=C1)OCC1=CC=CC=C1)COCC1=CC=CC=C1)F